2-chloro-7-cyclobutyl-9-(4-(1-methyl-4-(trifluoromethyl)-1H-imidazol-2-yl)benzyl)-7,9-dihydro-8H-purin-8-imine ClC1=NC=C2N(C(N(C2=N1)CC1=CC=C(C=C1)C=1N(C=C(N1)C(F)(F)F)C)=N)C1CCC1